C(C)C1=C(C(=CC(=C1C)OC)CC)O 2,6-diethyl-3-methyl-4-methoxyphenol